2,9-dimethyl-2,3,4,5-tetrahydro-1H-pyrido[4,3-b]indole CN1CC2=C(NC=3C=CC=C(C23)C)CC1